C(C)(C)(C)OC(=O)NCC1=NOC(C1)(C(=O)OCC)CC1=CC(=CC=C1)C Ethyl 3-(((tert-butoxycarbonyl)amino)methyl)-5-(3-methylbenzyl)-4,5-dihydroisoxazole-5-carboxylate